FC=1C=CC=C2C(N(C(=NC12)C)C1=CC=C(C=C1)S)=O 8-fluoro-3-(4-mercaptophenyl)-2-methyl-quinazolin-4(3H)-one